COC=1C=C2CCC=CC2=CC1 6-methoxy-3,4-dihydronaphthalen